3-[(6-butyl-4-phenylquinolin-2-yl)(methyl)amino]-2-methylpropanoic acid C(CCC)C=1C=C2C(=CC(=NC2=CC1)N(CC(C(=O)O)C)C)C1=CC=CC=C1